tert-butyl 2-(4-chloro-2-methoxy-3-methylphenyl)acetate ClC1=C(C(=C(C=C1)CC(=O)OC(C)(C)C)OC)C